NCC=1C=CC(=NC1)C1=C(C=C(C#N)C=C1)OC1=CC(=NC(=C1)C)NC1CC1 4-[5-(aminomethyl)pyridin-2-yl]-3-[2-(cyclopropylamino)-6-methylpyridin-4-yl]oxybenzonitrile